N-cyclopropyl-N-(2-cyclopropyl-5-fluorobenzyl)-3-(difluoromethyl)-5-fluoro-1-methyl-1H-pyrazole-4-carboxamide C1(CC1)N(C(=O)C=1C(=NN(C1F)C)C(F)F)CC1=C(C=CC(=C1)F)C1CC1